(R)-2-(6-((1-(3-bromo-2-methylphenyl)ethyl)amino)-5-(1,3-dioxolan-2-yl)-2-methylpyrimidin-4-yl)malonic acid dimethyl ester COC(C(C(=O)OC)C1=NC(=NC(=C1C1OCCO1)N[C@H](C)C1=C(C(=CC=C1)Br)C)C)=O